3-((4-((7-((adamantan-1-yl)(methyl)amino)heptyl)amino)phenyl)amino)piperidine-2,6-dione C12(CC3CC(CC(C1)C3)C2)N(CCCCCCCNC2=CC=C(C=C2)NC2C(NC(CC2)=O)=O)C